1,4-dipropylpyridinium chloride [Cl-].C(CC)[N+]1=CC=C(C=C1)CCC